C(C)OC1(CN(C1)C1=C(C=C(C=N1)C=1C(=C(COC(NC(N)=N)=O)C=CC1)F)F)OC carbamimidoyl-carbamic acid 3-[6-(3-ethoxy-3-methoxyazetidin-1-yl)-5-fluoropyridin-3-yl]-2-fluorobenzyl ester